3,11-dioctyldinaphtho[2,3-d:2',3'-d']benzo[1,2-b:4,5-b']dithiophene C(CCCCCCC)C1=CC2=CC3=C(C=4C(S3)=CC3=C(SC5=C3C=C3C=CC(=CC3=C5)CCCCCCCC)C4)C=C2C=C1